1-(4,6-dicyclopropylpyrimidin-5-yl)-6-fluoro-7-(2-fluoro-6-methoxyphenyl)-4-hydroxy-3-nitro-1,8-naphthyridin-2(1H)-one C1(CC1)C1=NC=NC(=C1N1C(C(=C(C2=CC(=C(N=C12)C1=C(C=CC=C1OC)F)F)O)[N+](=O)[O-])=O)C1CC1